NC=1C=NC=CC1Cl 3-amino-4-chloropyridine